O1C(OCC1)CCC1CCN(CC1)C1=CC=C(C=C1)C1CCNCC1 4-[2-(1,3-dioxolan-2-yl)ethyl]-1-[4-(piperidin-4-yl)phenyl]piperidine